ClC1=C(C=C(C=C1)SCCCCN(C([C@H]([C@H]([C@@H]([C@H](CO)O)O)O)O)=O)C1CCS(CC1)(=O)=O)COC1(CC1)C=1C=NC=CC1C1=C(C=CC=C1)OC1CC1 (2S,3S,4R,5S)-N-(4-{[4-chloro-3-({1-[4-(2-cyclopropoxyphenyl)pyridin-3-yl]cyclopropoxy}methyl)phenyl]sulfanyl}butyl)-N-(1,1-dioxo-1λ6-thian-4-yl)-2,3,4,5,6-pentahydroxyhexanamide